(S)-6-(((5-chloropyridin-2-yl)methyl)amino)-2-((R)-2-(4-fluorophenyl)-2-methoxyethyl)-N-hydroxyhexanamide ClC=1C=CC(=NC1)CNCCCC[C@H](C(=O)NO)C[C@@H](OC)C1=CC=C(C=C1)F